N[C@H]1C2N(CC1CC2)C(=O)C=2C=C(C=1N(C2)N=C(C1C)C1=CC=2C(=NC(=CC2)C2=C(C=CC=C2)N2C(NCC2)=O)N1CC1CC1)F 2-(2-{6-[(7R)-7-amino-2-azabicyclo[2.2.1]heptane-2-carbonyl]-4-fluoro-3-methylpyrazolo[1,5-a]pyridin-2-yl}-1-(cyclopropylmethyl)-1H-pyrrolo[2,3-b]pyridin-6-yl)phenyl-imidazolidin-2-one